COC=1C=CC=C2C(=NC=NC12)N1CC(CCC1)(C)COCP(O)(O)=O (((1-(8-methoxyquinazolin-4-yl)-3-methylpiperidin-3-yl)methoxy)methyl)phosphonic acid